OC=1C=C2C(=C(NC2=CC1)CCC)CCNC(C)=O N-(2-(5-Hydroxy-2-propyl-1H-indol-3-yl)ethyl)acetamide